Cl.ClC1=C(C(=O)N[C@H](C)C2=CC=CC3=CC=CC=C23)C=C(C=C1)C=1CNCC1 2-Chloro-5-(2,5-dihydro-1H-pyrrol-3-yl)-N-[(1R)-1-(1-naphthyl)ethyl]benzamide Hydrochloride Salt